2-Methyl-6-(1H-pyrazol-3-yl)pyridine CC1=NC(=CC=C1)C1=NNC=C1